2-[(4-amino-7-{3-[4-(4-aminobutyl)piperazin-1-yl]propyl}-2-butyl-1H-imidazo[4,5-c]quinolin-1-yl)methyl]-2-methylpropane-1,3-diol NC1=NC=2C=C(C=CC2C2=C1N=C(N2CC(CO)(CO)C)CCCC)CCCN2CCN(CC2)CCCCN